3-fluoro-4-(oxazol-2-yl)benzenesulfonyl chloride FC=1C=C(C=CC1C=1OC=CN1)S(=O)(=O)Cl